1-(chloromethyl)-3-(methoxymethyl)-5-vinylbenzene ClCC1=CC(=CC(=C1)C=C)COC